COC(C(CC1CCCC1)C1=CC=C(C=C1)C1=CC=CC=C1)=O 2-([1,1'-biphenyl]-4-yl)-3-cyclopentylpropionic acid methyl ester